(3-Aminopropyl)piperazin NCCCN1CCNCC1